4-(5-(6-fluoro-1-methylpyrido[4,3-e][1,2,4]triazolo[4,3-a]pyrimidin-5-yl)-2,3,4,5-tetrahydrobenzo[b][1,4]oxazepin-9-yl)-2-methylbut-3-yn-2-ol FC1=CN=CC2=C1C(=NC=1N2C(=NN1)C)N1C2=C(OCCC1)C(=CC=C2)C#CC(C)(O)C